ClC1=CC=C(C=C1)C=1C(=C(SC1)NC(C1=C(C=CC(=C1)Cl)Cl)=O)C(=O)O 4-(4-chlorophenyl)-2-(2,5-dichlorobenzamido)thiophene-3-carboxylic acid